C1(=CC=CC=C1)C(CC(=O)C1=C(C=CC=C1)OC)=O 1-phenyl-3-(2-methoxyphenyl)-1,3-propanedione